2-(4-(3-chloro-4-(2-chloro-3-(5-((((1r,4r)-4-hydroxycyclohexyl)-amino)methyl)-6-methoxypyridin-2-yl)phenyl)pyridin-2-yl)-2-methoxybenzyl)-2,6-diazaspiro[3.4]octan-7-one ClC=1C(=NC=CC1C1=C(C(=CC=C1)C1=NC(=C(C=C1)CNC1CCC(CC1)O)OC)Cl)C1=CC(=C(CN2CC3(C2)CNC(C3)=O)C=C1)OC